C1(CCC(CC1)C=O)C=O cyclohexane-1,4-dicarbaldehyde